spiro[cyclobutane-1,3'-indol]-2'-one N1C(C2(C3=CC=CC=C13)CCC2)=O